1,2-di-phytoyl-sn-glycero-3-phosphorylcholine C(\C=C(/C)\CCC[C@H](C)CCC[C@H](C)CCCC(C)C)(=O)OC[C@@H](OC(\C=C(/C)\CCC[C@H](C)CCC[C@H](C)CCCC(C)C)=O)COP(=O)(O)OCC[N+](C)(C)C